NC=1C=C(C(=O)NC)C=CC1N 3,4-Diamino-N-methyl-benzamide